C(=O)(C=1C(O)=CC=C(S(=O)(=O)I)C1)I sulfosalicylic acid, iodide